tert-butyl (3R,4R)-3-((2-amino-5-(methoxycarbonyl) phenyl) amino)-4-methoxypyrrolidine-1-carboxylate NC1=C(C=C(C=C1)C(=O)OC)N[C@@H]1CN(C[C@H]1OC)C(=O)OC(C)(C)C